(1-(4-(3,5-dimethylisoxazol-4-yl)phenyl)-2-(1,3-dioxoisoindolin-2-yl)ethyl)nitrous amide CC1=NOC(=C1C1=CC=C(C=C1)C(CN1C(C2=CC=CC=C2C1=O)=O)NN=O)C